N-(3-(5-chlorobenzo[d]oxazol-2-yl)-2-methylphenyl)-4-nitrobenzamide ClC=1C=CC2=C(N=C(O2)C=2C(=C(C=CC2)NC(C2=CC=C(C=C2)[N+](=O)[O-])=O)C)C1